N,N-bis(2-hydroxyethyl)-3-aminopropionic acid OCCN(CCC(=O)O)CCO